C(C)[C@H]1C(N(C2=C(O1)C=C(C(=C2)OC)C2=C(C=CC(=C2)C=2C1=C(N=NC2)N(C=N1)CC)F)C)=O |o1:2| rel-(S)-2-Ethyl-7-(5-(7-ethyl-7H-imidazo[4,5-c]pyridazin-4-yl)-2-fluorophenyl)-6-methoxy-4-methyl-2H-benzo[b][1,4]oxazin-3(4H)-one